3-(trans-3-(3-cyclopropyl-4-(1,2,3,4-tetrahydro-1,7-naphthyridin-8-yl)-1H-pyrazol-1-yl)cyclobutyl)propan-1-amine C1(CC1)C1=NN(C=C1C=1N=CC=C2CCCNC12)[C@@H]1C[C@H](C1)CCCN